FC1=CC=C(C[C@H](NC(OC(C)(C)C)=O)C(N[C@H](C(N[C@H](C(=O)OC)C[C@H]2C(NCCC2)=O)=O)CC(C)C)=O)C=C1 (6S,9S,12S)-methyl 6-(4-fluorobenzyl)-9-isobutyl-2,2-dimethyl-4,7,10-trioxo-12-(((S)-2-oxopiperidin-3-yl)methyl)-3-oxa-5,8,11-triazatridecan-13-oate